BrC1=CC=C(C=C1)C(C#C)O 1-(4-bromophenyl)-prop-2-yn-1-ol